N-({4-hydroxy-2-oxo-1-[(6-phenoxy-3-pyridinyl)methyl]-1,2,5,6-tetrahydro-3-pyridinyl}carbonyl)glycine OC1=C(C(N(CC1)CC=1C=NC(=CC1)OC1=CC=CC=C1)=O)C(=O)NCC(=O)O